2-Amino-1-(3-methoxy-2,6-dimethylphenyl)-6-methyl-5-(piperidin-1-yl)-1H-pyrrolo[2,3-b]pyridine-3-carbonitrile NC1=C(C=2C(=NC(=C(C2)N2CCCCC2)C)N1C1=C(C(=CC=C1C)OC)C)C#N